ClC=CC(=O)NC1=CC=C(C=C1)F 3-chloro-N-(4-fluorophenyl)propenamide